C(C)(=O)NC=1C=C(C(=NC1)S(=O)(=O)Cl)C1=CC=CC=C1 5-acetamido-3-phenylpyridine-2-sulfonyl chloride